C(CCC)NC1=NC=C(C(=N1)N[C@@H]1CNCCC1)C1=NC2=C(N1)C=CC(=C2)F (S)-N2-butyl-5-(5-fluoro-1H-benzo[d]imidazol-2-yl)-N4-(piperidin-3-yl)pyrimidine-2,4-diamine